[O-][Se](=O)(=O)[O-] The molecule is a divalent inorganic anion obtained by removal of both protons from selenic acid. It has a role as a human metabolite. It is a selenium oxoanion and a divalent inorganic anion. It is a conjugate base of a hydrogenselenate.